(1R)-1-(4-bromophenyl)-N-methylethanamine hydrochloride Cl.BrC1=CC=C(C=C1)[C@@H](C)NC